4-chloro-1-(4-(difluoromethoxy)phenyl)-N-(3-(1,1-difluoropropyl)phenyl)-3-methyl-5-oxo-4,5-dihydro-1H-pyrazole-4-carboxamide ClC1(C(=NN(C1=O)C1=CC=C(C=C1)OC(F)F)C)C(=O)NC1=CC(=CC=C1)C(CC)(F)F